ClC1=CC=C(C(=N1)C(=O)O)N[C@H](C)C1=C2N=C(C(=NC2=CC(=C1)C)C#N)N1C[C@H]2C([C@H]2C1)COC 6-chloro-3-(((R)-1-(2-cyano-3-((1R,5S,6S)-6-(methoxymethyl)-3-azabicyclo[3.1.0]hexan-3-yl)-7-methylquinoxalin-5-yl)ethyl)amino)picolinic acid